CN(C1CCN(CC1)C1=C(C=C(C=C1)[N+](=O)[O-])C)C N,N-dimethyl-1-(2-methyl-4-nitrophenyl)piperidin-4-amine